2-bromo-7-(chloromethyl)-12-oxa-3-thia-6-azatricyclo[6.4.1.04,13]trideca-1,4(13),7-trien-5-one BrC1=C2OCCCC3=C(NC(C(S1)=C23)=O)CCl